ClC1=C(C=CC(=C1)F)S(=O)(=O)NC=1C(=NC=C(C1)C=1C=C2C(=NC=NC2=CC1)N1CC2CCC(C1)N2C(\C=C\C(C)=O)=O)OC 2-chloro-4-fluoro-N-(2-methoxy-5-(4-(8-((E)-4-oxopent-2-enoyl)-3,8-diazabicyclo[3.2.1]octan-3-yl)quinazolin-6-yl)pyridin-3-yl)benzene-sulfonamide